C(#N)CCN1N=CC(=C1)OB(O)O (1-(2-cyanoethyl)-1H-pyrazol-4-yl)boric acid